C(C)(C)(C)OC(C1=CC=C(C=C1)OC1CCCC=2C(=NN(C12)C1=CC(=CC=C1)C(NC=1C=CC=2N(C1)N=C(N2)C)=O)C(F)(F)F)=O.ON=C(C)N N'-hydroxyethaneamidine tert-Butyl-4-[[1-[3-[(2-methyl-[1,2,4]triazolo[1,5-a]pyridin-6-yl)carbamoyl]phenyl]-3-(trifluoromethyl)-4,5,6,7-tetrahydroindazol-7-yl]oxy]benzoate